BrC1=CC(=C(C(=C1)C)N1N=C2N=C(NC(C2=C1)=O)OC)C 2-(4-bromo-2,6-dimethylphenyl)-6-methoxy-2,5-dihydro-4H-pyrazolo[3,4-d]pyrimidin-4-one